BrC1=CC(=C(S1)C(C)O)F 1-(5-bromo-3-fluorothiophen-2-yl)ethan-1-ol